C(CCC)C1=C(C(C(N1)=O)=O)CCCC dibutyl-pyrroledione